3-(6-morpholino-1H-benzo[d]imidazol-2-yl)-N-(pyrrolidin-3-ylmethyl)-1H-indazole-5-carboxamide O1CCN(CC1)C=1C=CC2=C(NC(=N2)C2=NNC3=CC=C(C=C23)C(=O)NCC2CNCC2)C1